((1H-benzo[d]imidazol-2-yl)(5-fluoro-6-(4-(1-methylpiperidin-4-yl)phenyl)-2H-indazol-2-yl)methyl)-4-fluorophenol N1C(=NC2=C1C=CC=C2)C(N2N=C1C=C(C(=CC1=C2)F)C2=CC=C(C=C2)C2CCN(CC2)C)C2=C(C=CC(=C2)F)O